C(OC(C(F)(F)F)CF)([O-])=O fluoromethyl-(2,2,2-trifluoroethyl) carbonate